3-chloro-4-(6-(1-methylcyclopropoxy)-9-((4-methylpyridin-2-yl)methyl)-9H-purin-8-yl)-N-(2,2,2-trifluoroethyl)benzamide ClC=1C=C(C(=O)NCC(F)(F)F)C=CC1C=1N(C2=NC=NC(=C2N1)OC1(CC1)C)CC1=NC=CC(=C1)C